ClC1=CC(=C(C=C1)C1(OCC(O1)C(=O)N1CCN(CC1)CC1=NC2=C(N1C[C@H]1OCC1)C=C(C=C2)C(=O)O)C)F 2-((4-(2-(4-chloro-2-fluorophenyl)-2-methyl-1,3-dioxolan-4-carbonyl)piperazin-1-yl)methyl)-1-(((S)-oxetan-2-yl)methyl)-1H-benzo[d]imidazole-6-carboxylic acid